C[C@H]1CC[C@@H](N(C1)C(C(=O)NC=1C=C(C=NC1)C(=O)N)=O)C=1C=C(C=CC1)C 5-[[2-[(2R,5S)-5-methyl-2-(m-tolyl)-1-piperidyl]-2-oxo-acetyl]amino]pyridine-3-carboxamide